CCCCCC\C=C/CCCCCCCCCCCCCCC (Z)-7-Tricosene